N-((5-fluoro-2-(((2S,4S)-4-methyl-2-(methyl-d3)piperidin-1-yl)methyl)-1H-indol-6-yl)methyl)-4-oxo-4H-pyrido[1,2-a]pyrimidine-2-carboxamide FC=1C=C2C=C(NC2=CC1CNC(=O)C=1N=C2N(C(C1)=O)C=CC=C2)CN2[C@H](C[C@H](CC2)C)C([2H])([2H])[2H]